(3R,4S)-1-(4-methoxyphenyl)-11,11-dimethyl-4-((R)-oxiran-2-yl)-10,10-diphenyl-3-vinyl-2,5,9-trioxa-10-siladodecane COC1=CC=C(C=C1)CO[C@@H]([C@H](OCCCO[Si](C(C)(C)C)(C1=CC=CC=C1)C1=CC=CC=C1)[C@@H]1OC1)C=C